isoindolinyl-butyric acid C1(NCC2=CC=CC=C12)C(C(=O)O)CC